N[C@@]1(CN(CC1)C1=C(C=NC(=C1C1=CC(=CC(=C1)F)F)OC)C(=O)NC12CC(C1)(C2)F)C 4-[(3S)-3-amino-3-methylpyrrolidin-1-yl]-5-(3,5-difluorophenyl)-N-{3-fluorobicyclo[1.1.1]pentan-1-yl}-6-methoxypyridine-3-carboxamide